Cl.CN(S(=O)=O)C1=CC=C(C=C1)CC1=NNC(C2=CC=CC=C12)=O N-methyl-N-(4-((4-oxo-3,4-dihydro-phthalazin-1-yl)methyl)phenyl)sulphonamide hydrochloride